ClCCCCC(CC)Cl 1,5-dichloroheptane